6-(3-fluoro-1H-indol-6-yl)-5-(trifluoromethyl)pyridazin-3-amine FC1=CNC2=CC(=CC=C12)C1=C(C=C(N=N1)N)C(F)(F)F